tert-Butyl 4-(2-(2,6-dioxopiperidin-3-yl)-7-methoxy-1-oxoisoindolin-5-yl)piperazine-1-carboxylate O=C1NC(CCC1N1C(C2=C(C=C(C=C2C1)N1CCN(CC1)C(=O)OC(C)(C)C)OC)=O)=O